N-methyl-2,2,6,6-tetramethylpiperidyl methacrylate C(C(=C)C)(=O)OC1C(N(C(CC1)(C)C)C)(C)C